1-(3-(difluoromethyl)-4-(((1R,5S)-2-oxo-3-azabicyclo[3.1.0]hexan-3-yl)methyl)benzyl)-1H-pyrazole-4-carboxamide FC(C=1C=C(CN2N=CC(=C2)C(=O)N)C=CC1CN1C([C@@H]2C[C@@H]2C1)=O)F